2-[[7-bromo-5-[4-[2-(4-chlorophenyl)ethyl]piperazin-1-yl]sulfonyl-indazol-1-yl]methoxy]ethyl-trimethyl-silane BrC=1C=C(C=C2C=NN(C12)COCC[Si](C)(C)C)S(=O)(=O)N1CCN(CC1)CCC1=CC=C(C=C1)Cl